BrC1=CC(=C(C(=C1)Cl)C=1C2=CC=C(N2)C(=C2C=CC(C(=C3C=CC(=C(C=4C=CC1N4)C4=C(C=C(C=C4Cl)Br)Cl)N3)C3=C(C=C(C=C3Cl)Br)Cl)=N2)C2=C(C=C(C=C2Cl)Br)Cl)Cl 5,10,15,20-tetrakis(4-bromo-2,6-dichlorophenyl)-porphyrin